5-(4-cyclopropylpiperazin-1-yl)-2-(1-methoxyethyl)pyridin C1(CC1)N1CCN(CC1)C=1C=CC(=NC1)C(C)OC